CC1=C(C=2C(=N[C@H](C=3N(C2S1)C(=NN3)C)C)C=3C=C(C=CC3)C3=CC(=CC=C3)C(=O)OC(C)(C)C)C tert-butyl 3'-[(6S)-2,3,6,9-tetramethyl-6H-thieno[3,2-f][1,2,4]triazolo[4,3-a][1,4]diazepin-4-yl][1,1'-biphenyl]-3-carboxylate